N[C@@H]1C[C@H](CC1)NC1=NC=C2C=C(N=C(C2=C1)NC(C)C)C(F)F N7-((1S,3S)-3-aminocyclopentyl)-3-(difluoromethyl)-N1-isopropyl-2,6-naphthyridine-1,7-diamine